tert-Butyl ((R)-2-hydroxy-2-methyl-1-(4-(((S)-2-methylpentyl)oxy)phenyl)propyl)carbamate OC([C@@H](C1=CC=C(C=C1)OC[C@H](CCC)C)NC(OC(C)(C)C)=O)(C)C